C1(CC1)C1=C(C(=NO1)C1=C(C=NC=C1Cl)Cl)/C=C/C12CCC(CC1)(CC2)C2=NC(=NO2)C=2C(=C(C(=O)O)C=CC2)OC (E)-3-(5-(4-(2-(5-cyclopropyl-3-(3,5-dichloropyridin-4-yl)isoxazol-4-yl)vinyl)bicyclo[2.2.2]octan-1-yl)-1,2,4-oxadiazol-3-yl)-2-methoxybenzoic acid